4-[2-(N-(3,3-difluorocyclohexyl)anilino)-2-oxo-ethyl]-1-(4-isopropylbenzoyl)piperidine-4-carboxylic acid FC1(CC(CCC1)N(C1=CC=CC=C1)C(CC1(CCN(CC1)C(C1=CC=C(C=C1)C(C)C)=O)C(=O)O)=O)F